2,7-diazaspiro[4.5]decane C1NCCC12CNCCC2